N-methyl-di-isobutylamine CN(CC(C)C)CC(C)C